CC1(CCN(CC1)C1=NC=C(N=C1)SC1=CC=CC2=C1OCCN2C2CCNCC2)CNC(OC(C)(C)C)=O tert-butyl ((4-methyl-1-(5-((4-(piperidin-4-yl)-3,4-dihydro-2H-benzo[b][1,4]oxazin-8-yl)thio)pyrazin-2-yl)piperidin-4-yl)methyl)carbamate